(±)-2-(2-(7-(3-(aminomethyl)-2-fluorophenyl)-4-methoxybenzofuran-5-yl)-4-methyl-3,4-Dihydro-2H-benzo[b][1,4]oxazin-8-yl)ethyl acetate C(C)(=O)OCCC1=CC=CC2=C1O[C@@H](CN2C)C=2C=C(C1=C(C=CO1)C2OC)C2=C(C(=CC=C2)CN)F |r|